C(C)(C)OC(CCNC=1N=[N+](C2=C([N+]1[O-])C=CC(=C2)C)[O-])=O 3-((3-isopropoxy-3-oxopropyl)amino)-7-methylbenzo[e][1,2,4]Triazine-1,4-dioxide